CN1N=CC(=C1)C(=O)NC=1NC2=CC=CN=C2C(C1C(=O)NC1=CC=CC=C1)=O 2-(1-methyl-1H-pyrazole-4-carboxamido)-4-oxo-N-phenyl-1,4-dihydro-1,5-naphthyridine-3-carboxamide